[1,1':3',1'':3'',1''':3',1''''-quinquephenyl]-2''-amine C1(=CC=CC=C1)C=1CC(C=CC1)(C1=C(C(=CC=C1)C1=CC=CC=C1)N)C1=CC=CC=C1